CC1SCCN1 Methyl-Thiazolidine